C1(=CC=C(C=C1)C(CNC1=CC=CC=C1)C)C(CNC1=CC=CC=C1)C 4'-[1,4-phenylenebis(1-methylethylene)]dianiline